4-hydroxy-2,2-dimethylbutanenitrile OCCC(C#N)(C)C